tert-butyl 2-((3-(4-methoxybenzyl)-2-oxo-2,3-dihydrobenzo[d]oxazol-6-yl) methyl)-3-oxo-2,3-dihydro-1H-indazole-1-carboxylate COC1=CC=C(CN2C(OC3=C2C=CC(=C3)CN3N(C2=CC=CC=C2C3=O)C(=O)OC(C)(C)C)=O)C=C1